OC=1C=C(C=2C=CC3=C(C=C(C=4C=CC1C2C43)S(=O)(=O)OCC(F)(F)F)S(=O)(=O)OCC(F)(F)F)S(=O)(=O)OCC(F)(F)F Tris(2,2,2-trifluoroethyl) 8-hydroxypyrene-1,3,6-trisulfonate